ClC=1C=C(O[C@H]2C=3N(CCC2)N=C(N3)NC3[C@H]2CN(C[C@@H]3CC2)C2=NC=NC(=C2)C)C=C(C1)Cl (R)-8-(3,5-dichlorophenoxy)-N-((1R,5s,8s)-3-(6-methylpyrimidin-4-yl)-3-azabicyclo[3.2.1]oct-8-yl)-5,6,7,8-tetrahydro-[1,2,4]triazolo[1,5-a]pyridin-2-amine